OCC(C(CC1C(NCC1)=O)NC(=O)C1N(C[C@@H]2[C@H]1CCC2)C(=O)C=2NC1=CC=CC=C1C2)=O (3aS,6aR)-N-(4-hydroxy-3-oxo-1-(2-oxopyrrolidin-3-yl)butan-2-yl)-2-(1H-indole-2-carbonyl)octahydrocyclopenta[c]pyrrole-1-carboxamide